2-((2,4-dimethyl-6-(trifluoromethyl)pyridin-3-yl)sulfonyl)-6-(2-((tetrahydro-2H-pyran-4-yl)methyl)-2-azaspiro[3.3]heptan-6-yl)-2,6-diazaspiro[3.3]heptane CC1=NC(=CC(=C1S(=O)(=O)N1CC2(C1)CN(C2)C2CC1(CN(C1)CC1CCOCC1)C2)C)C(F)(F)F